2-bromo-6-meth-oxy-4-methyl-pyridin-3-amine BrC1=NC(=CC(=C1N)C)OC